FC=1C=C(C=C(C1F)N1CCNCC1)C=1C=C2C(=NC1)NC=C2C=2C=C1C(=NC=NC1=CC2)N2CCN(CC2)C 6-(5-(3,4-difluoro-5-(piperazin-1-yl)phenyl)-1H-pyrrolo[2,3-b]pyridin-3-yl)-4-(4-methylpiperazin-1-yl)quinazoline